CNCCCCCO 5-(methylamino)pentan-1-ol